[Si](C)(C)(C(C)(C)C)OCC1=C(C=CC(=C1F)F)O 2-[[tert-butyl(dimethyl)silyl]oxymethyl]-3,4-difluoro-phenol